NC1=NC(=C2N=CN(C2=N1)CC(=O)NC1=CC(=NN1CC)C)NCC1CCCCC1 2-(2-amino-6-((cyclohexylmethyl)amino)-9H-purin-9-yl)-N-(1-ethyl-3-methyl-1H-pyrazol-5-yl)acetamide